CCN(CC)S(=O)(=O)C N,N-diethylmethanesulfonamide